COC1=CC=C(C=N1)N1C2=NC(=NC(=C2N=C1)N/N=C/C1=CC(=CC=C1)C)N1CCOCC1 (E)-4-(9-(6-methoxypyridin-3-yl)-6-(2-(3-methylbenzylidene)hydrazinyl)-9H-purin-2-yl)morpholine